3',4'-dihydro-1'H-spiro[piperidine-4,2'-quinoline]-1-carboxamide N1C2(CCC3=CC=CC=C13)CCN(CC2)C(=O)N